4-methoxyphenyl 3,6-di-O-benzyl-2-deoxy-2-phthalimido-β-D-glucopyranoside C(C1=CC=CC=C1)O[C@@H]1[C@H]([C@H](OC2=CC=C(C=C2)OC)O[C@@H]([C@H]1O)COCC1=CC=CC=C1)N1C(C=2C(C1=O)=CC=CC2)=O